C1NCC2C1CN(C2)C=2C=CC(=C(C(=O)N[C@H](C)C1=CC(=C(C=C1)OC)C=1C=NN(C1)C)C2)C 5-(2,3,3a,4,6,6a-Hexahydro-1H-pyrrolo[3,4-c]pyrrol-5-yl)-N-[(1R)-1-[4-methoxy-3-(1-methylpyrazol-4-yl)phenyl]ethyl]-2-methyl-benzamide